C(C)(C)C1=C(C=CC=C1C=O)C1=CC=CC=C1 isopropyl-[1,1'-biphenyl]-3-carbaldehyde